NC1=C(C=C(C=C1)OC)N\C(=C/CC)\C (Z)-4-((2-amino-5-methoxyphenyl)amino)pent-3-en